Cl.CC1=NC(=NO1)C=1N=C(SC1)SCC(=O)N [4-(5-methyl-1,2,4-oxadiazol-3-yl)thiazol-2-ylsulfanyl]acetamide hydrochloride